FC(C1=C(C=CC(=C1)N)C(C(F)(F)F)(C(F)(F)F)C1=C(C=C(C=C1)N)C(F)(F)F)(F)F 2,2-bis(2-trifluoromethyl-4-aminophenyl)hexafluoropropane